N1=CC=CC2=CC=CC(=C12)S(=O)(=O)N1CCCC2=CC(=CC=C12)C(=O)O 1-(quinolin-8-ylsulfonyl)-1,2,3,4-tetrahydroquinoline-6-carboxylic acid